trans-4-((3-(1-Cyclopropyl-1H-pyrazol-4-yl)phenyl)((trans-4-(4-methoxy-3-methylphenyl)cyclohexyl)methyl)carbamoyl)-cyclohexyl methylcarbamate CNC(O[C@@H]1CC[C@H](CC1)C(N(C[C@@H]1CC[C@H](CC1)C1=CC(=C(C=C1)OC)C)C1=CC(=CC=C1)C=1C=NN(C1)C1CC1)=O)=O